2-(1,3-bis(4-fluorophenyl)-1H-pyrazol-4-yl)-3-(4-ethoxyphenethyl)-5-methyl-oxazolidin-4-one FC1=CC=C(C=C1)N1N=C(C(=C1)C1OC(C(N1CCC1=CC=C(C=C1)OCC)=O)C)C1=CC=C(C=C1)F